C(CCCCCCC)C1=CC=CC2=NN(N=C21)C2=C(C=C(C=C2)OCCCCCCCC)O n-octyl-2-(2-hydroxy-4-octyloxyphenyl)2H-benzotriazole